ClC1=C(C=C(C(=O)N2CC=3C(=NN4C3C(N(CC4)[C@@H](C)C=4C=C(C=CC4)NC(C)=O)=O)C[C@H]2C)C=C1)C#N |o1:18| N-(3-((S*)-1-((R)-2-(4-chloro-3-cyanobenzoyl)-3-methyl-10-oxo-1,2,3,4,7,8-hexahydropyrido[4',3':3,4]pyrazolo[1,5-a]pyrazin-9(10H)-yl)ethyl)phenyl)acetamide